NC1=C(N=C(N1C1=C(C(=CC=C1C)O)C)C(=O)N1CCOCC1)C(=O)N 5-Amino-1-(3-hydroxy-2,6-dimethylphenyl)-2-(morpholine-4-carbonyl)-1H-imidazole-4-carboxamide